COC=1C=C(\C=C\2/CC(C\C(\C2=O)=C/C2=CC(=C(C=C2)OC)OC)NC(OC(C)(C)C)=O)C=CC1OC Tert-butyl (3,5-bis((E)-3,4-dimethoxybenzylidene)-4-oxocyclohexyl)carbamate